[N+](=O)([O-])C=1C=C2C(CCOC2=CC1)N 6-nitrochroman-4-amine